C(C(=C)C)(=O)NCCOC(NCC1=CC=C(C=C1)CN1C(=NC=2C(=NC=3C=CC=CC3C21)N)C2=CN=CS2)=O.C(/C2=CC=CC=C2)=N\N=C\C=2SC=CN2 2-((E)-(((E)-benzylidene)hydrazono)methyl)thiazole 2-methacrylamidoethyl-4-((4-amino-2-(thiazol-5-yl)-1H-imidazo[4,5-c]quinolin-1-yl)methyl)benzylcarbamate